4-(tetrahydro-2H-pyran-4-yl)pyridine O1CCC(CC1)C1=CC=NC=C1